ClC=1C(=NC(=NC1)NC=1C=C(C=NC1)N1C(CCC1)=O)C=1C=NN(C1)C1CCCCC1 1-[5-[[5-chloro-4-(1-cyclohexylpyrazol-4-yl)pyrimidin-2-yl]amino]-3-pyridyl]pyrrolidine-2-one